COC(C1CCN(CC1)C1=CC=C(C=C1)C1=C(CCCC2=C1C=CC(=C2)C(=O)O)C2=CC=C(C=C2)F)OC 5-[4-[4-(dimethoxymethyl)-1-piperidyl]phenyl]-6-(4-fluorophenyl)-8,9-dihydro-7H-benzo[7]annulene-2-carboxylic acid